di(tert-butyl)-2,2'-bipyridine C(C)(C)(C)C1=C(C(=NC=C1)C1=NC=CC=C1)C(C)(C)C